(1,3,4-thiadiazol-2-yl)aniline S1C(=NN=C1)NC1=CC=CC=C1